3,7-dimethyloctylmagnesium bromide CC(CC[Mg]Br)CCCC(C)C